C(C)OC(=O)C=1C=NN(C1)CC1=CC=C(C=C1)CBr 1-(4-(bromomethyl)benzyl)-1H-pyrazole-4-carboxylic acid ethyl ester